OC=1C=2N(C=C(N1)C=1C=NN(C1)C)N=C(C2)C(=O)OC methyl 4-hydroxy-6-(1-methyl-1H-pyrazol-4-yl)pyrazolo[1,5-a]pyrazine-2-carboxylate